CC(CCC(C(=O)O)C(CCCC(C)C)C)CCCC(C)C 5,9-dimethyl-2-(1,5-dimethylhexyl)decanoic acid